2-[4-[[[6-[cyclopropyl-[[4-(trifluoromethyl)phenyl]methyl]amino]-5-fluoro-pyrimidin-4-yl]amino]methyl]phenyl]acetonitrile C1(CC1)N(C1=C(C(=NC=N1)NCC1=CC=C(C=C1)CC#N)F)CC1=CC=C(C=C1)C(F)(F)F